N[C@H]1[C@H]2CC[C@@H](C1)N2C(=O)C2=CC1=C(N(C(=N1)C=1N(C3=CC(=CC=C3C1)[C@@H](C)NC(C1=CC=CC=C1)=O)CC1CC1)C)C(=C2)OC N-((R)-1-(2-(5-((1R,2R,4S)-2-amino-7-azabicyclo[2.2.1]heptane-7-carbonyl)-7-methoxy-1-methyl-1H-benzo[d]imidazol-2-yl)-1-(cyclopropylmethyl)-1H-indol-6-yl)ethyl)benzamide